C(C)(=O)SCC1=C(C=C(C=C1)F)Cl S-(2-chloro-4-fluorobenzyl) thioacetate